tert-butyl (1-(3-(5-amino-2-chloro-4-fluoro-3-methylbenzoylamino)-4-(4-methylpiperazin-1-yl)phenyl)-1H-1,2,3-triazol-4-yl)carbamate NC=1C(=C(C(=C(C(=O)NC=2C=C(C=CC2N2CCN(CC2)C)N2N=NC(=C2)NC(OC(C)(C)C)=O)C1)Cl)C)F